C(C)OC=1C=C(C=2N(C1)N=C1C2C=NN1)C1=CCC(CC1)(C(=O)[O-])OC 4-(6-ethoxy-1H-pyrazolo[3',4':3,4]pyrazolo[1,5-a]pyridin-4-yl)-1-methoxycyclohex-3-ene-1-carboxylate